(2S,3R,4R,5R)-4-[[3-[6-(difluoromethyl)-2-methoxy-3-pyridinyl]-4,5-dimethyl-5-(trifluoromethyl)tetrahydrofuran-2-carbonyl]amino]pyridine-2-carboxamide FC(C1=CC=C(C(=N1)OC)[C@@H]1[C@H](O[C@]([C@@H]1C)(C(F)(F)F)C)C(=O)NC1=CC(=NC=C1)C(=O)N)F